i-Propyl-L-Cysteine C(C)(C)N[C@@H](CS)C(=O)O